5-Chloro-3-(N-(4-ethoxy-3-methoxyphenyl)-N-methylsulfamoyl)-N-(3-fluorophenyl)thiophene-2-carboxamide ClC1=CC(=C(S1)C(=O)NC1=CC(=CC=C1)F)S(N(C)C1=CC(=C(C=C1)OCC)OC)(=O)=O